N=1SN=C2C1C=CC(=C2)NC=2C(=NC1=CC=CC=C1N2)NS(=O)(=O)C2=CC=C(C=C2)C N-[3-(2,1,3-benzothiadiazol-5-ylamino)quinoxalin-2-yl]-4-methylbenzenesulfonamide